FC=1C(=NC(=NC1)N[C@@H]1C[C@H]2CO[C@@H]([C@H]1O)O2)C2=C(C=1C(N(C=C(C1S2)C(C)C)C)=O)C 2-(5-fluoro-2-(((1S,3R,4S,5R)-4-hydroxy-6,8-dioxabicyclo[3.2.1]octan-3-yl)amino)pyrimidin-4-yl)-7-isopropyl-3,5-dimethylthieno[3,2-c]pyridin-4(5H)-one